2-bromo-4-(2,5-dimethyl-1H-pyrrol-1-yl)pyridine BrC1=NC=CC(=C1)N1C(=CC=C1C)C